((1H-benzo[d][1,2,3]triazol-1-yl)oxy)tri(pyrrolidin-1-yl)phosphonium hexafluorophosphate F[P-](F)(F)(F)(F)F.N1(N=NC2=C1C=CC=C2)O[P+](N2CCCC2)(N2CCCC2)N2CCCC2